Cl.FC(C=1C=C2C(=NC=NC2=CC1)N1CC(CCC1)CNS(=O)(=O)C)(F)F N-((1-(6-(TRIFLUOROMETHYL)QUINAZOLIN-4-YL)PIPERIDIN-3-YL)METHYL)METHANESULFONAMIDE HYDROCHLORIDE